N-(3-(3-(Oxetan-3-yl)-4-oxo-3,4-dihydrophthalazin-1-yl)phenyl)ethanesulfonamide O1CC(C1)N1N=C(C2=CC=CC=C2C1=O)C=1C=C(C=CC1)NS(=O)(=O)CC